The molecule is a dicarboxylic acid monoamide resulting from the formal condensation of one of the carboxy groups of terephthalic acid with ammonia. It is a carbamoylbenzoic acid and a dicarboxylic acid monoamide. It derives from a terephthalic acid. C1=CC(=CC=C1C(=O)N)C(=O)O